CC(CC1=CC=C(C(=O)O)C=C1)C(C)=O 4-(2-methyl-3-oxobutyl)benzoic acid